C=C1CCN(C2(CC2)C1)C(=O)N 7-methylene-4-azaspiro[2.5]octane-4-carboxamide